FCCOC=1C=CC(=NC1)C=1N=NC(=NN1)C1=NC=C(C=C1)OCCF 3,6-bis(5-(2-fluoroethoxy)pyridin-2-yl)-1,2,4,5-tetrazine